5-(2-diethylamino-1-hydroxyethyl)-1,4-benzenediol C(C)N(CC(O)C=1C(=CC=C(C1)O)O)CC